monomethylsulfonate monohydrate O.COS(=O)=O